dioctadecylmethylammonium tetrakis(4-trifluoromethylphenyl)borate FC(C1=CC=C(C=C1)[B-](C1=CC=C(C=C1)C(F)(F)F)(C1=CC=C(C=C1)C(F)(F)F)C1=CC=C(C=C1)C(F)(F)F)(F)F.C(CCCCCCCCCCCCCCCCC)[NH+](C)CCCCCCCCCCCCCCCCCC